FC(OC=1C=C(C=CC1)[C@H](COC(F)(F)F)NC(C[C@@H](C(C)(C)C)O)=O)F (S)-N-((R)-1-(3-(difluoromethoxy)phenyl)-2-(trifluoromethoxy)ethyl)-3-hydroxy-4,4-dimethylpentanamide